C(C)(C)(C)NC(C=C)=O.[Na] sodium N-t-butylacrylamide